4-methyl-5-(1-cyclopentylpyrazol-4-yl)-1,3-thiazol-2-amine CC=1N=C(SC1C=1C=NN(C1)C1CCCC1)N